C(N)(OC(C[C@@H]1C(NC2=C(O[C@@H]1C)C=C(C=N2)Br)=O)(C)C)=O (2R,3S)-8-bromo-2-methyl-4-oxo-2,3,4,5-tetrahydropyrido[3,2-b][1,4]Oxazepin-3-ylTert-butyl carbamate